ClC1=CC=C(C=C1)NC1=NC=C2C(=N1)N(N(C2=O)CC=C)C2=NC(=CC=C2)N(CCC)C2CCN(CC2)C 6-[(4-chlorophenyl)amino]-1-{6-[(1-methylpiperidin-4-yl)(propyl)amino]pyridin-2-yl}-2-(prop-2-en-1-yl)-1H,2H,3H-pyrazolo[3,4-d]pyrimidin-3-one